2-(3-(1-ethoxy-2-(4-methyl-4H-1,2,4-triazol-3-yl)ethyl)phenyl)-4-(trifluoromethyl)isoindolin-1-one C(C)OC(CC1=NN=CN1C)C=1C=C(C=CC1)N1C(C2=CC=CC(=C2C1)C(F)(F)F)=O